COC1=C(C=CC(=C1)S(=O)(=O)N1CCOCC1)NC=1N=CC2=C(N1)NC=C2C#N 2-((2-methoxy-4-(morpholinosulfonyl)phenyl)amino)-7H-pyrrolo[2,3-d]pyrimidine-5-carbonitrile